C(C)C1(COC1)COCC1(COC1)CC 3-ethyl-3-{[(3-ethyloxetan-3-yl)methoxymethyl]}oxetane